2-methyl-2-(1-methylcyclopropyl)propionyl chloride CC(C(=O)Cl)(C)C1(CC1)C